(3,3,3-trifluoro-n-propyl)(2,2,3,3-tetrafluoro-n-propyl)ether FC(CCOCC(C(F)F)(F)F)(F)F